1,5-bis(4-hydroxy-3,5-di-tert-butylphenyl)-1,4-pentadien-3-one OC1=C(C=C(C=C1C(C)(C)C)C=CC(C=CC1=CC(=C(C(=C1)C(C)(C)C)O)C(C)(C)C)=O)C(C)(C)C